5-bromo-2-cyclopropyl-N-[1-(2-fluorophenyl)-3-hydroxypropyl]pyrimidine BrC=1C=NC(N(C1)C(CCO)C1=C(C=CC=C1)F)C1CC1